1-(1-(4-(trifluoromethyl)cyclohexyl)ethyl)-1H-pyrazol-4-amine FC(C1CCC(CC1)C(C)N1N=CC(=C1)N)(F)F